(R)-3-(6-chloro-2-(methoxymethyl)pyrimidin-4-yl)-10-methyl-9,10,11,12-tetrahydro-8H-[1,4]diazepino[5',6':4,5]thieno[3,2-f]quinolin ClC1=CC(=NC(=N1)COC)C1=NC=2C=CC3=C(C2C=C1)C1=C(S3)CN[C@@H](CN1)C